methyl-6-chloro-2-fluoronicotinic acid CC=1C(=NC(=C(C(=O)O)C1)F)Cl